tert-butyl (2-(2-(3-((2-((4,5-dimethylthiazol-2-yl)carbamoyl)-5-methylphenyl)amino)-3-oxopropoxy)ethoxy)ethyl)carbamate CC=1N=C(SC1C)NC(=O)C1=C(C=C(C=C1)C)NC(CCOCCOCCNC(OC(C)(C)C)=O)=O